ClC1=CC2=C(C=N1)C(=NN2CC2(CCCC2)CO)N2C[C@H](CC2)CS(=O)(=O)CCCC (S)-(1-((6-chloro-3-(3-((butylsulfonyl)methyl)pyrrolidin-1-yl)-1H-pyrazolo[4,3-c]pyridin-1-yl)methyl)cyclopentyl)methanol